sulfosuccinic acid dipentyl ester ammonium salt [NH4+].C(CCCC)OC(C(CC(=O)OCCCCC)S(=O)(=O)[O-])=O